CC1=CC=C(C=C1)S(=O)(=O)C1=C(C=C(C=C1)CC)S(=O)(=O)C1=CC=C(C)C=C1 trans-1,2-di-p-toluenesulfonyl-4-ethylbenzene